(3,5-dibromo-4-hydroxyphenyl)(2-ethyl-7-methoxy-5,6,7,8-tetrahydroimidazo[1,2-a]pyridin-3-yl)methanone BrC=1C=C(C=C(C1O)Br)C(=O)C1=C(N=C2N1CCC(C2)OC)CC